3-(5-(2-fluorophenyl)-[1,2,4]-oxadiazole-3-yl)benzoic acid FC1=C(C=CC=C1)C1=NC(=NO1)C=1C=C(C(=O)O)C=CC1